[4-(6-Amino-4-methyl-pyridazin-3-yl)-piperidin-1-yl]-(5-cyclopropyl-methoxy-4-methoxy-pyridin-2-yl)-methanone NC1=CC(=C(N=N1)C1CCN(CC1)C(=O)C1=NC=C(C(=C1OC)OC)C1CC1)C